C1(CC1)C1=CC(=C(C=C1F)NC1=CC(=NC=C1C(=O)NOCC)NC=1N=NC(=CC1)C)N(S(=O)(=O)C)C 4-((4-Cyclopropyl-5-fluoro-2-(N-methylmethylsulfonamido)phenyl)amino)-N-ethoxy-6-((6-methylpyridazine-3-yl)amino)nicotinamide